FC1(CCC(CC1)C1=C(C(=O)O)C(=CC=C1)COCC1CN(CC12CN(C2)C(=O)C2(CC2)C(F)(F)F)C(=O)C=2C=NN(C2)CC2=CC=C(C=C2)F)F 2-(4,4-difluorocyclohexyl)-6-(((6-(1-(4-fluorobenzyl)-1H-pyrazole-4-carbonyl)-2-(1-(trifluoromethyl)cyclopropane-1-carbonyl)-2,6-diazaspiro[3.4]octan-8-yl)methoxy)methyl)benzoic acid